ClC1=CC2=C(N(C(C(N2C)=O)=O)C2CCN(CC2)C(CC=2SC=CC2)=O)N=C1 7-chloro-1-methyl-4-(1-(2-(thiophen-2-yl)acetyl)piperidin-4-yl)-1,4-dihydropyrido[2,3-b]pyrazine-2,3-dione